2-((4-fluorobenzyl)(methyl)amino)-5-oxo-5H-thieno[3,2-b]pyran-6-carboxylic acid FC1=CC=C(CN(C2=CC=3OC(C(=CC3S2)C(=O)O)=O)C)C=C1